C1(CCCCC1)CC1C=2N(CC(C1)CNC(C=C)=O)N=CC2 N-((4-(cyclohexylmethyl)-4,5,6,7-tetrahydropyrazolo[1,5-a]pyridin-6-yl)methyl)acrylamide